C1(CC1)C=1C(=C2C(C(N(C2=C(C1)F)CC(=O)NC[C@H]([C@H](C(=O)O)C)C)=O)(C)C)F (2R,3S)-4-(2-(5-cyclopropyl-4,7-difluoro-3,3-dimethyl-2-oxoindolin-1-yl)acetamido)-2,3-dimethylbutanoic acid